5-((1R,4R)-2-oxa-5-azabicyclo[2.2.1]heptan-5-yl)Pyrazolo[1,5-a]pyrimidine-3-carboxamide [C@H]12OC[C@H](N(C1)C1=NC=3N(C=C1)N=CC3C(=O)N)C2